4-(4-Butoxyphenyl)-N-(pyridin-2-yl)thiazol-2-amin C(CCC)OC1=CC=C(C=C1)C=1N=C(SC1)NC1=NC=CC=C1